2-(2-(4-((5-cyclopropyl-1H-pyrazol-3-yl)amino)pyrimidin-2-yl)-2-azabicyclo[2.2.1]heptan-4-yl)propan-2-ol C1(CC1)C1=CC(=NN1)NC1=NC(=NC=C1)N1C2CCC(C1)(C2)C(C)(C)O